8-(2-Chloro-6-(trifluoromethyl)phenyl)-9-(4-((1-(3-fluoropropyl)azetidin-3-yl)methyl)phenyl)-6,7-dihydro-5H-benzo[7]annulen ClC1=C(C(=CC=C1)C(F)(F)F)C=1CCCC2=C(C1C1=CC=C(C=C1)CC1CN(C1)CCCF)C=CC=C2